The molecule is a secondary ammonium ion derived from spectinomycin by protonation of the secondary amino group located between the two alcoholic hydroxy groups. It is a conjugate base of a spectinomycin(2+). It is a conjugate acid of a spectinomycin. C[C@@H]1CC(=O)[C@]2([C@@H](O1)O[C@@H]3[C@H]([C@@H]([C@@H]([C@@H]([C@H]3O2)NC)O)[NH2+]C)O)O